proline monohydrate O.N1[C@@H](CCC1)C(=O)O